C(=O)C1CC(C1)N1N=C2C=CC(=CC2=C1)NC(=O)C1=NC(=CC=C1)C(F)(F)F N-[2-(3-formyl-cyclobutyl)indazol-5-yl]-6-(trifluoromethyl)pyridine-2-carboxamide